C(C)(C)(C)OC(=O)N1CC(C1)CN1C(C(=NC2=CC(=C(C=C12)F)Br)OCCN(C)C)=O 3-((6-bromo-3-(2-(dimethylamino)ethoxy)-7-fluoro-2-oxoquinoxalin-1(2H)-yl)methyl)azetidine-1-carboxylic acid tert-butyl ester